1-(tert-butylamino)-3-methyl-1-oxobutan-2-yl 4-isocyanobenzoate [N+](#[C-])C1=CC=C(C(=O)OC(C(=O)NC(C)(C)C)C(C)C)C=C1